4-[2-(1-methylpyrazol-3-yl)-5-[3-(m-tolyl)pyrazol-1-yl]pyrazolo[1,5-a]pyrimidin-7-yl]morpholine CN1N=C(C=C1)C1=NN2C(N=C(C=C2N2CCOCC2)N2N=C(C=C2)C=2C=C(C=CC2)C)=C1